C=1C(CCCCCCCCCCOCCC1)=O 13-oxacyclohexadecen-2-one